cetylcytidine C(CCCCCCCCCCCCCCC)[C@@]1([C@H](O)[C@H](O)[C@@H](CO)O1)N1C(=O)N=C(N)C=C1